[Si](C)(C)(C(C)(C)C)OC1=CC(=C(C=C1)N=C(N)C1=C(C=2N(N=C1)C=C(C2)C2=CC=CC=C2)NC2C(CCCC2)C(F)(F)F)CC N'-[4-[tert-butyl(dimethyl)silyl]oxy-2-ethyl-phenyl]-6-phenyl-4-[[2-(trifluoromethyl)cyclohexyl]amino]pyrrolo[1,2-b]pyridazine-3-carboxamidine